(7R,14R)-1-(difluoromethoxy)-11-[6-(2-hydroxypropan-2-yl)pyridin-3-yl]-6,7-dihydro-7,14-methanobenzimidazo[1,2-b][2,5]benzodiazocin FC(OC1=CC=CC2=CN[C@H]3C=4N(C(=C21)C3)C3=C(N4)C=CC(=C3)C=3C=NC(=CC3)C(C)(C)O)F